4-(2,4-difluorophenyl)-6,7-dimethyl-pteridine FC1=C(C=CC(=C1)F)C1=NC=NC2=NC(=C(N=C12)C)C